(Cis)-hexahydro-1H-furo[3,4-c]pyrrole C1OC[C@@H]2[C@H]1CNC2